ethyl (4-cyclobutyl-5-(4-fluorophenyl)-1-methyl-1H-pyrazol-3-yl)carbamate C1(CCC1)C=1C(=NN(C1C1=CC=C(C=C1)F)C)NC(OCC)=O